ClC=1C=C(C(=O)N)C=C(C1I)O 3-chloro-5-hydroxy-4-iodo-benzamide